COC1=C(C=CC=C1)[C@H](C(NC=1SC=CN1)=O)NC(OC(C)(C)C)=O |r| tert-Butyl N-[(1RS)-1-(2-methoxyphenyl)-2-oxo-2-(thiazol-2-ylamino)ethyl]carbamate